C1(CCCCC1)[Ag] cyclohexylsilver